CCONC(=O)[C@@H]1CSC2=C(C(=CC(N12)=O)CC1=CC=CC2=CC=CC=C12)C1CC1 (N-Methylmethoxyamino){(3R)-7-cyclopropyl-6-[(1-naphthyl)methyl]-4-oxo-1-thia-3a-aza-3-indanyl}formaldehyde